FC(C(=O)OCC)(C(F)(F)F)C=1C=C(C=CC1)C ethyl 2,3,3,3-tetrafluoro-2-(m-tolyl)propanoate